5-ethyl-6-methoxy-2,3-dihydro-1-benzofuran-7-carboxylic acid C(C)C=1C(=C(C2=C(CCO2)C1)C(=O)O)OC